4-amino-3-(6-o-tolylpyridine-3-ylazo)naphthalene NC1=C(C=CC2=CC=CC=C12)N=NC=1C=NC(=CC1)C1=C(C=CC=C1)C